6-(4-chlorophenyl)-N-(3-fluoro-4-(piperazin-1-yl)phenyl)-8,9-dihydroimidazo[1',2':1,6]pyrido[2,3-d]pyrimidin-2-amine ClC1=CC=C(C=C1)C1=CC2=C(N=C(N=C2)NC2=CC(=C(C=C2)N2CCNCC2)F)N2C1=NCC2